C(=O)(C=1NC=CN1)C=1NC=CN1 carbonyl-di-imidazole